NC1CC(C1)OC=1C(=CC(=NC1)C#CC)C1=CC=2N(C=C1)N=C(C2)NC(=O)C2CC2 N-(5-(5-((1r,3r)-3-aminocyclobutoxy)-2-(prop-1-yn-1-yl)pyridin-4-yl)pyrazolo[1,5-a]pyridin-2-yl)cyclopropanecarboxamide